NC1=NC=C(C(=N1)C(F)F)C1=NC(=NC(=N1)N1CCOCC1)N1CCN(CC1)CC1CCN(CC1)C(CCC(\C=C\C)=O)=O (E)-1-(4-((4-(4-(2-amino-4-(difluoromethyl)pyrimidin-5-yl)-6-morpholino-1,3,5-triazin-2-yl)piperazin-1-yl)methyl)piperidin-1-yl)hept-5-ene-1,4-dione